1-amino-4-phenylamino-9,10-dihydro-anthracene-2-sulfonate NC1=C(C=C(C=2CC3=CC=CC=C3CC12)NC1=CC=CC=C1)S(=O)(=O)[O-]